C(#N)[C@H](C(N1CCCC1)=O)NC(=O)[C@@H]1[C@H]2C([C@H]2CN1C([C@H](C(C)(C)C)NC(C(F)(F)F)=O)=O)(C)C (1R,2S,5S)-N-[(1R)-1-cyano-2-oxo-2-pyrrolidin-1-yl-ethyl]-3-[(2S)-3,3-dimethyl-2-[(2,2,2-trifluoroacetyl)amino]butanoyl]-6,6-dimethyl-3-azabicyclo[3.1.0]hexane-2-carboxamide